[Co].[Cr].[Ni] nickel Chromium-cobalt